(5r,10r)-3,7-Bis(dimethylamino)-5-(3-iodopropyl)-5-methyl-3'H,5H-spiro[dibenzo[b,e]siline-10,1'-isobenzofuran]-3'-one CN(C=1C=CC2=C([Si](C3=C(C=CC(=C3)N(C)C)C23OC(C2=CC=CC=C32)=O)(C)CCCI)C1)C